Methyl (1s,3s)-3-(6,7-dimethoxy-3-oxo-1,3-dihydro-2H-benzo[4,5]thieno[2,3-c]pyrrol-2-yl)cyclobutane-1-carboxylate COC1=CC2=C(C3=C(C(N(C3)C3CC(C3)C(=O)OC)=O)S2)C=C1OC